2-amino-4-(heptan-4-ylamino)-6-(4-(4-methylpiperazine-1-carbonyl)benzyl)pyrido[4,3-d]pyrimidin-5(6H)-one NC=1N=C(C2=C(N1)C=CN(C2=O)CC2=CC=C(C=C2)C(=O)N2CCN(CC2)C)NC(CCC)CCC